CN1CCC(CC1)C(=O)C1=CC=CC(=N1)[N-]C(C(C)(C)C)=O N-(6-(1-methylpiperidine-4-carbonyl)pyridin-2-yl)pivaloyl-amide